OC=1C=C(C=CC1O)CCNC(NCCC1=CC=C(C=C1)F)=S 3-[2-(3,4-dihydroxyphenyl)ethyl]-1-[2-(4-fluorophenyl)ethyl]thiourea